C(#N)/C(/C(=O)N(CC(=O)O)C)=C(/O)\C1=CC(=C(C(=C1)Cl)O)Cl (Z)-N-(2-cyano-3-(3,5-dichloro-4-hydroxyphenyl)-3-hydroxyacryloyl)-N-methylglycine